[C@@H]1([C@H](O)[C@@H](O)[C@H](O)[C@H](O1)CO)C1=CC=C(C=C1)C=1C2=CC=C(N2)C(=C2C=CC(C(=C3C=CC(=C(C=4C=CC1N4)C4=CC=C(C=C4)[C@H]4[C@H](O)[C@@H](O)[C@H](O)[C@H](O4)CO)N3)CCCC)=N2)CCCC 5,10-di-(para-β-D-glucosyl-phenyl)-15,20-di(butanyl)-porphyrin